2-[1-(6-{[2-(2,6-dioxopiperidin-3-yl)-1,3-dioxo-2,3-dihydro-1H-isoindol-4-yl]amino}hexyl)-6-oxo-1,6-dihydropyridin-3-yl]acetic acid O=C1NC(CCC1N1C(C2=CC=CC(=C2C1=O)NCCCCCCN1C=C(C=CC1=O)CC(=O)O)=O)=O